3-(3-((4-fluoro-2,2-dioxido-1,3-dihydrobenzo[c]thiophen-5-yl)amino)-1H-pyrazol-5-yl)cyclopentyl ((S)-sec-butyl)carbamate [C@H](C)(CC)NC(OC1CC(CC1)C1=CC(=NN1)NC1=C(C2=C(CS(C2)(=O)=O)C=C1)F)=O